(ethylcyclopentadienyl)(fluorenyl)zirconium dichloride [Cl-].[Cl-].C(C)C1(C=CC=C1)[Zr+2]C1=CC=CC=2C3=CC=CC=C3CC12